CC1=NOC(=C1)C 3,5-dimethylisoOxazole